(R)-3-((S)-3-(3-(2-aminoethyl)phenyl)-1-(tert-butoxy)-1-oxopropane-2-yl)pyrrolidine-1-carboxylic acid tert-butyl ester C(C)(C)(C)OC(=O)N1C[C@H](CC1)[C@@H](C(=O)OC(C)(C)C)CC1=CC(=CC=C1)CCN